ClC=1C=C(C(=O)O)C=C(C1O)S(=O)(=O)Cl 3-chloro-5-(chlorosulfonyl)-4-hydroxybenzoic acid